(S)-3-(5-(4-((1-(4-((3R,4R)-3-(cyclopropylmethyl)-7-hydroxyisochroman-4-yl)phenyl)piperidin-4-yl)methyl)piperazin-1-yl)-1-oxoisoindolin-2-yl)piperidine-2,6-dione C1(CC1)C[C@H]1OCC2=CC(=CC=C2[C@H]1C1=CC=C(C=C1)N1CCC(CC1)CN1CCN(CC1)C=1C=C2CN(C(C2=CC1)=O)[C@@H]1C(NC(CC1)=O)=O)O